ClC1=NC=C(C(=C1)C1=C(C=NC(=C1)C)C(=O)NC=1SC(=NN1)C(=O)[Li])OC 2'-chloro-N-[5-(lithiocarbonyl)-1,3,4-thiadiazol-2-yl]-5'-methoxy-6-methyl-[4,4'-bipyridine]-3-carboxamide